C(C)(C)(C)N(C=1SC=C(N1)C(=O)NCC1=NC(=NO1)C=1N(C2=CC=CC(=C2C1)N[C@H]1[C@H](CN(CC1)C)F)CC(F)(F)F)C 2-[tert-butyl(methyl)amino]-N-{[3-(4-{[(3S,4R)-3-fluoro-1-methylpiperidin-4-yl]amino}-1-(2,2,2-trifluoroethyl)-1H-indol-2-yl)-1,2,4-oxadiazol-5-yl]methyl}-1,3-thiazole-4-carboxamide